CC1(COC(OC1)CN1N=NC(=C1)C#C)C 1-((5,5-dimethyl-1,3-dioxan-2-yl)methyl)-4-ethynyl-1H-1,2,3-triazole